C(C)(C)(C)OC(=O)N1C2CN(CC1CC2)C2=CC=CC=C2 3-phenyl-3,8-diazabicyclo[3.2.1]octane-8-carboxylic acid tert-butyl ester